6-Fluoro-4-(4-fluorophenyl)-N-(pyrrolidin-2-ylmethyl)-3,4-dihydroquinoxaline-1(2H)-carboxamid FC=1C=C2N(CCN(C2=CC1)C(=O)NCC1NCCC1)C1=CC=C(C=C1)F